2-(6-{5-chloro-2-[(oxan-4-yl)amino]pyrimidin-4-yl}-1-oxo-2,3-dihydro-1H-isoindol-2-yl)-N-[(1R)-1-{4-[4-(hydroxymethyl)pyrimidin-2-yl]phenyl}ethyl]acetamide ClC=1C(=NC(=NC1)NC1CCOCC1)C1=CC=C2CN(C(C2=C1)=O)CC(=O)N[C@H](C)C1=CC=C(C=C1)C1=NC=CC(=N1)CO